The molecule is a hydrochloride obtained by combining ivabradine with one molar equivalent of hydrochloric acid. Used to treat patients with angina who have intolerance to beta blockers and/or heart failure. It has a role as a cardiotonic drug. It contains an ivabradine(1+). CN(CCCN1CCC2=CC(=C(C=C2CC1=O)OC)OC)C[C@H]3CC4=CC(=C(C=C34)OC)OC.Cl